N[C@H]1COCC[C@@H]1C1=C(C=2N=C(N=C(C2S1)NCC=1SC=CC1)Cl)Br 6-((3R,4S)-3-aminotetrahydro-2H-pyran-4-yl)-7-bromo-2-chloro-N-(thiophen-2-ylmethyl)thieno[3,2-d]pyrimidin-4-amine